4-(5-acetylpyridin-3-yl)-N-(2-(2-(cyclopropanesulfonylamino)thiazol-4-yl)propan-2-yl)benzamide C(C)(=O)C=1C=C(C=NC1)C1=CC=C(C(=O)NC(C)(C)C=2N=C(SC2)NS(=O)(=O)C2CC2)C=C1